N=1C=NN2C1C(=CC=C2)CCCC2C(N1C(CO2)CN(CC1)C1=NC=C(C#N)C=C1)=O 6-(3-(3-([1,2,4]triazolo[1,5-a]pyridin-8-yl)propyl)-4-oxohexahydropyrazino[2,1-c][1,4]oxazin-8(1H)-yl)nicotinonitrile